2-ethyl-7-[3-(pyridin-4-yl)-1,2,4-oxadiazol-5-yl]-3,4-dihydro-2H-1-benzopyran-4-one C(C)C1OC2=C(C(C1)=O)C=CC(=C2)C2=NC(=NO2)C2=CC=NC=C2